C(#N)C=1C=NN(C1)[C@H]1C[C@@H](N(CC1)C(=O)OCC1=CC=CC=C1)C1=CC=C(C=C1)C(=O)OC |r| (±)-trans-benzyl 4-(4-cyano-1H-pyrazol-1-yl)-2-(4-(methoxycarbonyl)phenyl)piperidine-1-carboxylate